FC=1C=CC2=C(C(=C(O2)OB(O)O)C)C1 (5-fluoro-3-methylbenzofuran-2-yl)boric acid